ClC=1C(=CC2=C(N(C(=N2)NC2=CNC3=CC=C(C=C23)Cl)C)C1)C(F)(F)F 6-Chloro-N-(5-chloro-1H-indol-3-yl)-1-methyl-5-(trifluoromethyl)-1H-benzo[d]imidazol-2-amine